(2R,7aR)-2-fluorotetrahydro-1H-pyrrolizin F[C@@H]1CC2=CCCN2C1